C(C)(C)(C)OC(NCC=1C=NC(=CC1)OCC1=CC=CC=C1)=O.NC=1C=C2C(=NC1)NN=C2C2=NC1=C(N2)C=C(C=C1)C(=O)N1CCOCC1 (2-(5-amino-1H-pyrazolo[3,4-b]pyridin-3-yl)-1H-benzimidazol-6-yl)(morpholinyl)methanone tert-butyl-N-[(6-benzyloxy-3-pyridyl)methyl]carbamate